[N+](=O)([O-])C1=CC=C(C=C1)S(=O)(=O)NCCCCNC(OC(C)(C)C)=O tertbutyl (4-((4-nitrophenyl)sulfonamido)butyl)carbamate